4-((4-bromophenoxy)methyl)-1-methylpiperidine BrC1=CC=C(OCC2CCN(CC2)C)C=C1